IC1=CC(=CC=2C=COC21)C(=O)[O-] 7-iodobenzofuran-5-carboxylate